CC1=CC=C(C=C1)S=S(=O)([O-])C1=CC=CC=C1 S-(4-methylphenyl)-thiobenzenesulfonate